Cl.CN(CCCN=C=NCC)C 1-[3-(dimethylamino)propyl]-3-ethyl-carbodiimide hydrochloride